ethyl 4-(5-(3-((2-(4-ethoxy-4-oxobutanoyl)-4-fluoro-6-methoxybenzo[b]thiophen-5-yl) oxy) propoxy)-4-fluoro-6-methoxyisoindolin-2-yl)-4-oxobutanoate C(C)OC(CCC(=O)C1=CC2=C(S1)C=C(C(=C2F)OCCCOC=2C(=C1CN(CC1=CC2OC)C(CCC(=O)OCC)=O)F)OC)=O